CC(CCCCCCN1[C@@H](CC(C1)OC(CN1CCCC1)=O)C(=O)OCCCCCCC(C(OCCCC(CCCCC)CCCCC)=O)(C)C)(C(OCCCC(CCCCC)CCCCC)=O)C [7,7-dimethyl-8-oxo-8-(4-pentylnonoxy)octyl] (2S)-1-[7,7-dimethyl-8-oxo-8-(4-pentylnonoxy)octyl]-4-(2-pyrrolidin-1-ylacetyl)oxy-pyrrolidine-2-carboxylate